BrC1=C(C=C(C2=C1N=C(S2)N)Cl)F 4-bromo-7-chloro-5-fluoro-1,3-benzothiazol-2-amine